3-(3-((6-(3-fluorophenethoxy)pyridin-2-yl)methyl)isoxazol-5-yl)pyridin-2-amine FC=1C=C(CCOC2=CC=CC(=N2)CC2=NOC(=C2)C=2C(=NC=CC2)N)C=CC1